N[C@]1(CN(CC1)C1=CC(=CC(=N1)N1CC=2C(=NC=CC2C1=O)C1=C(C=CC=C1OC)F)C)CF 2-(6-((R)-3-amino-3-(fluoromethyl)pyrrolidin-1-yl)-4-methylpyridin-2-yl)-4-(2-fluoro-6-methoxyphenyl)-2,3-dihydro-1H-pyrrolo[3,4-c]pyridin-1-one